7-(morpholinosulfonyl)isoindolin-1-one Nickel [Ni].O1CCN(CC1)S(=O)(=O)C=1C=CC=C2CNC(C12)=O